FC(C=1C=CC(=NC1)C(C)=O)F (5-(difluoromethyl)pyridin-2-yl)ethan-1-one